O\N=C(/N)\C1=CN=C(S1)NC(CCNC1=NC=CC2=CC=C(C=C12)C1=NOC(=N1)C)=O N-[5-[(Z)-N'-hydroxycarbamimidoyl]thiazol-2-yl]-3-[[7-(5-methyl-1,2,4-oxadiazol-3-yl)-1-isoquinolyl]amino]propanamide